2-(4-chlorophenyl)-1-phenylbenzimidazole ClC1=CC=C(C=C1)C1=NC2=C(N1C1=CC=CC=C1)C=CC=C2